FC1=C(C(=C(C=C1OC)OC)F)C1=CC2=C(N=C(N=C2)N[C@@H]2COCC[C@@H]2NC(C=C)=O)C(=N1)C1CCOCC1 N-((3S,4S)-3-((6-(2,6-difluoro-3,5-di-methoxyphenyl)-8-(tetrahydro-2H-pyran-4-yl)pyrido[3,4-d]pyrimidin-2-yl)amino)tetrahydro-2H-pyran-4-yl)acrylamide